methyl (2,2,2-trifluoroethyl) fluorophosphate P(=O)(OC)(OCC(F)(F)F)F